(R)-4-((1-(3-(difluoromethyl)-2-fluorophenyl)ethyl)amino)-6-(1-(fluoromethyl)cyclopropyl)-2-Methyl-8-(trifluoromethyl)pyrido[4,3-d]pyrimidin-7(6H)-one FC(C=1C(=C(C=CC1)[C@@H](C)NC=1C=2C(N=C(N1)C)=C(C(N(C2)C2(CC2)CF)=O)C(F)(F)F)F)F